bisphosphine selenium [Se].P.P